O[C@@H]1[C@@H](CS(C1)=O)NC(=O)C=1C(NN=CC1)=O N-[(cis)-4-hydroxy-1-oxidotetrahydro-thiophen-3-yl]-3-oxo-2,3-dihydropyridazine-4-carboxamide